C(N)(=O)C=1C=C2C=CN(C2=CC1)C(CSC1=NN=NN1C1=CC=C(C(=O)O)C=C1)=O 4-(5-((2-(5-Carbamoyl-indol-1-yl)-2-oxoethyl)thio)-1H-tetrazol-1-yl)benzoic acid